N-((2-(2,6-dioxopiperidin-3-yl)-1,3-dioxoisoindolin-4-yl)methyl)-3,4-dihydroxybenzamide O=C1NC(CCC1N1C(C2=CC=CC(=C2C1=O)CNC(C1=CC(=C(C=C1)O)O)=O)=O)=O